C(C)(C)(C)OC([C@@H](C)N1C(C2=CC(=CC=C2C1)Br)=O)=O (2R)-2-(6-bromo-1-oxo-2,3-dihydro-1H-isoindol-2-yl)propionic acid tert-butyl ester